2,6-bis[2,6-diisopropyl-4-(2-methoxyphenyl)phenyl]phenylphosphine calcium L-lactate C([C@@H](O)C)(=O)[O-].[Ca+2].C(C)(C)C1=C(C(=CC(=C1)C1=C(C=CC=C1)OC)C(C)C)C1=C(C(=CC=C1)C1=C(C=C(C=C1C(C)C)C1=C(C=CC=C1)OC)C(C)C)P.C([C@@H](O)C)(=O)[O-]